(3-(3,6-dihydro-2H-pyran-4-yl)-2-(2,2,2-trifluoroethoxy)phenyl)-3-(1H-tetrazol-5-yl)pyrazine-2-amine O1CCC(=CC1)C=1C(=C(C=CC1)C=1N=C(C(=NC1)N)C1=NN=NN1)OCC(F)(F)F